iron-cobalt-copper-nickel [Ni].[Cu].[Co].[Fe]